C(C)OC(=O)C(CCN1C(=CC=C1)C(C1=CC=CC=C1)=O)C(=O)OCC 1-(3,3-diethoxycarbonyl-propyl)-2-benzoyl-pyrrole